CN(CCCCCCCCCCC)C N,N-dimethyl-undecaneamine